C(=O)(O)C=1C=C(C=CC1C(=O)O)C=1C(=C(C(C(=O)O)=CC1)C(=O)O)OCCCCCCOC1=CC=C(C=C1)C=CC(C1=CC=CC=C1)=O 4-(3,4-Dicarboxyphenyl)-3-[6-[4-(3-oxo-3-phenylprop-1-enyl)phenoxy]hexoxy]phthalic acid